[N+](=O)([O-])C1=CC2=C(N=C(S2)C(=O)O)C=C1 6-nitrobenzo[d]thiazole-2-carboxylic acid